C(C)(C)(C)OC(N[C@H]1C[C@H](CCC1)O)=O N-[(1R,3S)-3-hydroxycyclohexyl]carbamic acid tert-butyl ester